[(1S,4Z)-cyclooct-4-en-1-yl]oxyacetic acid [C@H]1(CC\C=C/CCC1)OCC(=O)O